C(C)(C)(C)[S@](=O)N[C@@H]1C(=C2CCC1CC2)C(=O)[O-] (2R,3S)-3-((S)-tert-butylsulfinylamino)-bicyclo[2.2.2]octene-2-formate